34-(piperidine-1-carbonyl)-1,4,7,10,13,16,19,22,25,28,31-undecazacyclotetratriacontane-2,5,8,11,14,17,20,23,26,29,32-undecone N1(CCCCC1)C(=O)C1CC(NCC(NCC(NCC(NCC(NCC(NCC(NCC(NCC(NCC(NCC(N1)=O)=O)=O)=O)=O)=O)=O)=O)=O)=O)=O